((4r,5s,7r,8r,9s,10r)-8,10-dihydroxy-7-(hydroxymethyl)-9-(4-(3,4,5-trifluorophenyl)-1H-1,2,3-triazol-1-yl)-1,6-dioxaspiro[4.5]dec-4-yl)-4-fluoro-1H-indole-3-carboxamide O[C@H]1[C@H](O[C@@]2([C@@H](CCO2)N2C=C(C3=C(C=CC=C23)F)C(=O)N)[C@@H]([C@H]1N1N=NC(=C1)C1=CC(=C(C(=C1)F)F)F)O)CO